C1(CC1)C1=C(C(=NO1)C1=C(C=CC=C1Cl)Cl)C1(CC2(C1)CCC(CC2)OC2=CC=C(C(=O)O)C=C2)O 4-((2-(5-cyclopropyl-3-(2,6-dichlorophenyl)isoxazol-4-yl)-2-hydroxyspiro[3.5]non-7-yl)oxy)benzoic acid